C1(CCCCC1)C1=C(C=CC(=C1)CCC1=CC=C(C=C1)C(F)(F)F)NC(C(C(CCCC)F)F)=O N-(2-cyclohexyl-4-(4-(trifluoromethyl)phenethyl)phenyl)-2,3-difluoroheptanamide